C(C1=CC=CC=C1)OC1=CC(=C(C=C1)N(CCC(=O)O)C1=CC(=CC=C1)OCCCC1CCCCC1)C 3-{[4-(Benzyloxy)-2-methylphenyl][3-(3-cyclohexylpropoxy)phenyl]amino}propanoic acid